Tricyclo[6.2.1.02,6]undecan C12C3CCCC3CC(CC1)C2